bismuth silane [SiH4].[Bi]